CC1=CC=CC(=N1)C1=NC=CC(=N1)NC1=NC(=NC=C1)NC=1C=C(C=NC1)CN1CC(C1)C(=O)O 1-[[5-[[4-[[2-(6-methyl-2-pyridyl)pyrimidin-4-yl]amino]pyrimidin-2-yl]amino]-3-pyridyl]methyl]azetidine-3-carboxylic acid